5-(2-acetamidoacetamido)-2,4-dichlorobenzoic acid methyl ester COC(C1=C(C=C(C(=C1)NC(CNC(C)=O)=O)Cl)Cl)=O